4-[(3-chloro-4-fluorophenyl)amino]-6-(1-methanesulfonyl-piperidin-4-yloxy)-7-ethoxy-quinazoline ClC=1C=C(C=CC1F)NC1=NC=NC2=CC(=C(C=C12)OC1CCN(CC1)S(=O)(=O)C)OCC